4-(2-Amino-4-(2,3-dihydrobenzofuran-5-yl)-1H-imidazol-5-yl)pyridin-2-amine NC=1NC(=C(N1)C=1C=CC2=C(CCO2)C1)C1=CC(=NC=C1)N